tert-butyl 4-(9H-purin-6-yl)piperazine-1-carboxylate N1=CN=C2NC=NC2=C1N1CCN(CC1)C(=O)OC(C)(C)C